5-bromo-4-[(2,4-difluorobenzyl)oxy]-1-(2,6-difluorophenyl)-2-methyl-6-oxo-1,6-dihydropyridine-3-carbaldehyde oxime BrC1=C(C(=C(N(C1=O)C1=C(C=CC=C1F)F)C)C=NO)OCC1=C(C=C(C=C1)F)F